FC=1C=C(C=CC1C1=NC=2C=CNC(C2C(=C1)NC1=C(C=C2CCN(CC2=C1)C)F)=O)NC(=O)C1CCCCC1 N-(3-fluoro-4-(4-((6-fluoro-2-methyl-1,2,3,4-tetrahydro-isoquinolin-7-yl)amino)-5-oxo-5,6-dihydro-1,6-naphthyridin-2-yl)phenyl)cyclohexane-carboxamide